manganese methylcyclopentadienyl-manganese C[Mn]C1C=CC=C1.[Mn]